oxetane-3,3-diylbis(ethane-2,1-diyl) bis(4-methylbenzenesulfonate) CC1=CC=C(C=C1)S(=O)(=O)OCCC1(COC1)CCOS(=O)(=O)C1=CC=C(C=C1)C